FC1=C(C=C(C=C1)C=1OC2=C(N1)C=C(C=C2)N2CCN(CC2)S(=O)(=O)C)OC 2-(4-fluoro-3-methoxyphenyl)-5-(4-(methylsulfonyl)piperazin-1-yl)benzo[d]oxazole